O1CCN(CC1)C=1N=C(C2=C(C=NNC2=O)N1)NC1=CC=C(C=C1)N1CCC2(CC2C(=O)O)CC1 6-(4-((2-morpholino-5-oxo-5,6-dihydropyrimido[4,5-d]pyridazin-4-yl)amino)phenyl)-6-azaspiro[2.5]octane-1-carboxylic acid